[1,4]Oxazine-4(3H)-carboxylic acid tert-butyl ester C(C)(C)(C)OC(=O)N1CCOC=C1